FC1=NC=CC(=C1)C1=C2N(C(=NC1=O)NC)C=CC(=C2)C(F)(F)F 4-(2-Fluoropyridin-4-yl)-1-(methylamino)-6-(trifluoromethyl)-3H-pyrido[1,2-c]pyrimidin-3-one